C(C(=C)C)(=O)OCCSC=1SC(=NN1)SCCC 2-methacryloxyethylthio-5-n-propylthio-1,3,4-thiadiazole